(R)-2-amino-3-(4-(2-aminoethoxy)phenyl)propanoic acid N[C@@H](C(=O)O)CC1=CC=C(C=C1)OCCN